CC1=NN2C(CN(C3=C(C=CC=C23)NC2=CC(=NC=C2C(=O)NC([2H])([2H])[2H])NC(=O)C2COC2)C)=N1 4-((2,5-dimethyl-4,5-dihydro-[1,2,4]triazolo[1,5-a]quinoxalin-6-yl)amino)-N-(methyl-d3)-6-(oxetane-3-carboxamido)nicotinamide